2-(3-cyanophenyl)-3-(2,6-dimethyl-4-pyridinyl)-N-[(1-methyl-2-oxo-3-piperidinyl)methyl]pyrazolo[1,5-a]pyrimidine-5-carboxamide C(#N)C=1C=C(C=CC1)C1=NN2C(N=C(C=C2)C(=O)NCC2C(N(CCC2)C)=O)=C1C1=CC(=NC(=C1)C)C